FC1=NC(=CC=C1C1=NN=C(S1)C(=O)N1CC2=CC=CC=C2C(C1)C=1C=NN(C1C)C)F [5-(2,6-difluoro-3-pyridyl)-1,3,4-thiadiazol-2-yl]-[4-(1,5-dimethylpyrazol-4-yl)-3,4-dihydro-1H-isoquinolin-2-yl]methanone